(6E,9Z)-12-Bromo-2,6,10-trimethyl-2,6,9-dodecatriene BrCC\C(=C/C/C=C(/CCC=C(C)C)\C)\C